(trans)-4-((6-((6-methoxy-2-methyl-1,2,3,4-tetrahydroisoquinolin-7-yl)amino)-1H-pyrazolo[3,4-d]pyrimidin-1-yl)methyl)cyclohexan-1-ol COC=1C=C2CCN(CC2=CC1NC1=NC=C2C(=N1)N(N=C2)C[C@@H]2CC[C@H](CC2)O)C